CC(CN)(CN)C 2,2-dimethyl-1,3-propylenediamine